BrC1=NN(C=C1)C 3-bromo-1-methylpyrazole